N1=NC=CC(C=CC=CC=CC=CC=C1)=O diazacyclopentadecaheptaen-5-one